(1R,3S)-3-((tert-butyldimethylsilyloxy)methyl)cyclopentanol [Si](C)(C)(C(C)(C)C)OC[C@@H]1C[C@@H](CC1)O